[N+](=O)([O-])C1=C(N)C=C(C=C1)N1C[C@H](N([C@H](C1)C)C)C |o1:12,14| 2-Nitro-5-((3r,5s)-rel-3,4,5-trimethylpiperazin-1-yl)aniline